chloro-5-nitrotoluene ClCC1=CC=CC(=C1)[N+](=O)[O-]